C(C)C=1C=CC=C2C=CC=C(C12)C1=C(C=2N=C(N=C(C2C=N1)N1CCOCC(C1)CO)OCC12CCCN2CCC1)F (4-(7-(8-ethylnaphthalen-1-yl)-8-fluoro-2-((hexahydro-1H-pyrrolizin-7a-yl)methoxy)pyrido[4,3-d]pyrimidin-4-yl)-1,4-oxazepan-6-yl)methanol